C1(=CC=CC=C1)OC(NC1=CC=CC=C1)=O N-phenyl-carbamic acid phenyl ester